C[C@H]1CN(CCN1)C(=O)C=1N=C(SC1)C=1SC(=CC1)C1=CC=CC=C1 (3S)-3-methyl-1-[2-(5-phenylthiophen-2-yl)-1,3-thiazole-4-carbonyl]piperazine